allylboronic pinacol ester C(C=C)B1OC(C)(C)C(C)(C)O1